C(C)(C)(C)OC(=O)N(C)CC=1N=C2N(C=C(C=C2N2C(N(C(C2)=O)CC(=O)OCC2=CC=CC=C2)=O)C2CC2)C1 benzyl 2-(3-(2-(((tert-butoxycarbonyl)(methyl)amino)methyl)-6-cyclopropylimidazo[1,2-a]pyridin-8-yl)-2,5-dioxoimidazolidin-1-yl)acetate